ClC=1C(=NC(=NC1)NC=1C(=NC(=CC1)N1C[C@@H](N([C@@H](C1)C)C)C)OC)NC1=C(C=C(C=C1)F)NS(=O)(=O)C N-(2-((5-chloro-2-((2-methoxy-6-((3S,5R)-3,4,5-trimethylpiperazin-1-yl)pyridine-3-yl)amino)pyrimidin-4-yl)amino)-5-fluorophenyl)methanesulfonamide